[Ni](F)(F)(F)F nickel (iv) fluoride